CC=1C(=NC=C(N1)C)C=O 3,5-DIMETHYLPYRAZINE-2-CARBALDEHYDE